NC=1C=C(C(=O)N[C@H]2[C@@H](O[C@@H]([C@H]([C@@H]2O)O)NC2=C3NC=NC3=NC=N2)C)C=CC1 3-amino-N-[(2S,3R,4R,5S,6S)-4,5-dihydroxy-2-methyl-6-(7H-purin-6-ylamino)tetrahydropyran-3-yl]benzamide